2-((1-(5-chloro-4-((1-methyl-3-(2-(methylamino)-2-oxoethoxy)-2-oxo-1,2-dihydroquinolin-6-yl)amino)pyrimidin-2-yl)piperidin-4-yl)oxy)ethyl 4-methylbenzenesulfonate CC1=CC=C(C=C1)S(=O)(=O)OCCOC1CCN(CC1)C1=NC=C(C(=N1)NC=1C=C2C=C(C(N(C2=CC1)C)=O)OCC(=O)NC)Cl